O1P(N=CC=C1)N 2H-1,3,2-oxazaphosphorine-2-amine